N1(CCOCC1)C(=O)N1C=C(C2=CC=CC=C12)CCNC(OC(C)(C)C)=O t-Butyl (2-(1-(morpholine-4-carbonyl)-1H-indol-3-yl)ethyl)carbamate